(1S)-6-methyl-N-(1-(5-(2-methylquinolin-6-yl)oxazol-2-yl)-7-(oxazol-2-yl)-7-oxoheptyl)-6-azaspiro[2.5]octane-1-carboxamide CN1CCC2(C[C@@H]2C(=O)NC(CCCCCC(=O)C=2OC=CN2)C=2OC(=CN2)C=2C=C3C=CC(=NC3=CC2)C)CC1